BrC=1C(=CC(=NC1)C(F)(F)F)C=C(C)[N+](=O)[O-] 5-bromo-4-(2-nitroprop-1-en-1-yl)-2-(trifluoromethyl)pyridine